FC1=C2C(=CNC2=CC=C1)C(=O)[C@H]1N(CCC1)[C]C(=O)C1=CC=CC=C1 (S)-2-(2-(4-fluoro-1H-indole-3-carbonyl)pyrrolidin-1-yl)-1-phenyl-2λ2-ethan-1-one